C[C@@H]1O[C@@H](CN(C1)C1CCN(CC1)C1=CC=C(C(=N1)C)NC1CC2(C1)CC(C2)N)C N2-(6-(4-((2S,6R)-2,6-dimethylmorpholino)piperidin-1-yl)-2-methylpyridin-3-yl)spiro[3.3]heptane-2,6-diamine